CN1N=C2C(C(=C3N2CCNC3)C)=C1C(F)(F)F 2,4-dimethyl-3-(trifluoromethyl)-2,5,7,8-tetrahydro-6H-pyrazolo[4',3':4,5]pyrrolo[1,2-a]pyrazin